N-((4-(3-cyclopropyl-1,2,4-oxadiazol-5-yl)bicyclo[2.2.2]octan-1-yl)methyl)-N-(3-(5-cyclopropyl-1,3,4-oxadiazol-2-yl)phenyl)-3-fluorobicyclo[1.1.1]pentane-1-carboxamide C1(CC1)C1=NOC(=N1)C12CCC(CC1)(CC2)CN(C(=O)C21CC(C2)(C1)F)C1=CC(=CC=C1)C=1OC(=NN1)C1CC1